N-[(1S)-1-(2-fluoro-5-methylphenyl)-2-hydroxyethyl]propionamide helium mercury [Hg].[He].FC1=C(C=C(C=C1)C)[C@@H](CO)NC(CC)=O